3-(3-Hydroxy-4-methoxyphenyl)-1-(2,4,6-trihydroxyphenyl)prop-2-en-1-one OC=1C=C(C=CC1OC)C=CC(=O)C1=C(C=C(C=C1O)O)O